ClC=1C(=C(C=CC1)NC1=NC=NC2=CC(=C(C=C12)NC(C=C)=O)C#C[C@]12CN(C[C@@H]2C1)C1COC1)F N-(4-((3-chloro-2-fluorophenyl)amino)-7-(((1S,5R)-3-(oxetan-3-yl)-3-azabicyclo[3.1.0]hexan-1-yl)ethynyl)quinazolin-6-yl)acrylamide